[W].[Ni].[Fe] iron-nickel tungsten